BrC=1N=C(C(=NC1)N1CCC2(CC1)[C@@H](C1=CC=CC=C1C2)N[S@](=O)C(C)(C)C)C (R)-N-((S)-1'-(5-bromo-3-methylpyrazin-2-yl)-1,3-dihydrospiro[indene-2,4'-piperidine]-1-yl)-2-methylpropan-2-sulfinamide